S1C(=CC2=C1C=CC=C2)C2=CC=C1C=CC(=CC1=C2)C2=CC=C(C=C2)N(C2=CC=C(C=C2)C=2SC1=C(C2)C=CC=C1)C1=CC=C(C=C1)C=1SC2=C(N1)C=CC=C2 {4-(7-benzothiophen-2-yl-naphthalen-2-yl)-phenyl}-(4-benzothiazol-2-yl-phenyl)-(4-benzothiophen-2-yl-phenyl)amine